methyl 6-Chloro-3-[(1R)-1-(2-ethylsulfanyl-3,6-dimethyl-4-oxo-chromen-8-yl)ethoxy]pyridine-2-carboxylate ClC1=CC=C(C(=N1)C(=O)OC)O[C@H](C)C=1C=C(C=C2C(C(=C(OC12)SCC)C)=O)C